2,2,2-Trichloroethyl (3-phenyl-2-(trifluoromethyl)-6,7-dihydro-5H-cyclopenta[b]pyridin-4-yl)carbamate C1(=CC=CC=C1)C=1C(=C2C(=NC1C(F)(F)F)CCC2)NC(OCC(Cl)(Cl)Cl)=O